E-2-octene C\C=C\CCCCC